bismuth-tellurium [Te].[Bi]